(1R,3S)-3-(3-((1,3-dioxoisoindolin-5-yl)amino)-1H-pyrazol-5-yl)cyclopentyl isopropylcarbamate C(C)(C)NC(O[C@H]1C[C@H](CC1)C1=CC(=NN1)NC=1C=C2C(NC(C2=CC1)=O)=O)=O